tert-butyl (S)-4-(6-((diphenylmethylene) amino)-5-fluoropyridin-3-yl)-2-methylpiperazine-1-carboxylate C1(=CC=CC=C1)C(C1=CC=CC=C1)=NC1=C(C=C(C=N1)N1C[C@@H](N(CC1)C(=O)OC(C)(C)C)C)F